N-(2-amino-3,3,3-trifluoropropyl)-6-chloro-8-(2-(2,2,2-trifluoroethoxy)phenyl)imidazo[1,2-a]pyridine-2-carboxamide NC(CNC(=O)C=1N=C2N(C=C(C=C2C2=C(C=CC=C2)OCC(F)(F)F)Cl)C1)C(F)(F)F